N-(piperidin-4-ylmethyl)-6-(pyridin-4-yl)benzo[b]thiophene-2-carboxamide N1CCC(CC1)CNC(=O)C1=CC2=C(S1)C=C(C=C2)C2=CC=NC=C2